C(C)(C)N(C(C)C)CC=1C(=CC(=C(C(=O)OC2=CC(=CC=C2)[C@@H](CC(=O)OC)C2CC2)C1)F)C1=CC(=NC=C1)OC (S)-3-(1-cyclopropyl-3-methoxy-3-oxopropyl)phenyl 5-((diisopropylamino)methyl)-2-fluoro-4-(2-methoxypyridin-4-yl)benzoate